N2-[tert-butoxycarbonyl]-N-(trityl)-D-asparagine C(C)(C)(C)OC(=O)N([C@H](CC(N)=O)C(=O)O)C(C1=CC=CC=C1)(C1=CC=CC=C1)C1=CC=CC=C1